COC1=C(C=C2CN(C(C2=C1)=O)C1C(NC(CC1)=O)=O)OC(F)(F)F 3-(6-methoxy-1-oxo-5-(trifluoromethoxy)isoindolin-2-yl)piperidine-2,6-dione